ClC1=C2C(=NC(=N1)CC1CC1)N(N=C2)CC2CC2 4-chloro-1,6-bis(cyclopropylmethyl)-1H-pyrazolo[3,4-d]pyrimidine